ClC=1C=CC=C2C=CC=C(C12)N1CC=2N=C(N=C(C2CC1)N1CC(CC1)NC(OC(C)(C)C)=O)OC[C@H]1N(CCC1)C tert-butyl N-[1-[7-(8-chloro-1-naphthyl)-2-[[(2S)-1-methylpyrrolidin-2-yl]methoxy]-6,8-dihydro-5H-pyrido[3,4-d]pyrimidin-4-yl]pyrrolidin-3-yl]carbamate